2-Cyclopropyl-3-(4-fluorophenyl)-2-methylpropan-1-amine C1(CC1)C(CN)(CC1=CC=C(C=C1)F)C